2-[4-[3-[3-[6-[8-(1,3-benzothiazol-2-ylcarbamoyl)-3,4-dihydro-1H-isoquinolin-2-yl]-2-tert-butoxycarbonyl-3-pyridyl]-2-methyl-phenoxy]propyl]-4-methyl-1-piperidyl]acetic acid S1C(=NC2=C1C=CC=C2)NC(=O)C=2C=CC=C1CCN(CC21)C2=CC=C(C(=N2)C(=O)OC(C)(C)C)C=2C(=C(OCCCC1(CCN(CC1)CC(=O)O)C)C=CC2)C